6-isopropyl-7-methoxyfuro[3,2-c]quinoline C(C)(C)C1=C(C=CC=2C3=C(C=NC12)C=CO3)OC